C(C=C)C12C(C=C(C3(C2C3(C1C1=CC(=C(C=C1)OC)OC)C)OC)OC)=O 6-Allyl-7-(3,4-dimethoxyphenyl)-2,3-dimethoxy-8-methyltricyclo[4.2.0.02,8]oct-3-en-5-one